2-acetylpyridine C(C)(=O)C1=NC=CC=C1